4-nitro-7-aminobenzofurazan [N+](=O)([O-])C1=CC=C(C=2C1=NON2)N